N-isonicotinoyl-serine methyl ester COC([C@@H](NC(C1=CC=NC=C1)=O)CO)=O